ethyl 2-(4-(acetamidomethyl)-2-((7-bromobenzofuran-5-yl)methoxy)phenyl)acetate C(C)(=O)NCC1=CC(=C(C=C1)CC(=O)OCC)OCC=1C=C(C2=C(C=CO2)C1)Br